((1R)-3-methyl-1-(3-(4-(pyridin-3-yl)phenyl)-4,5-dihydroisoxazole-5-carboxamido)butyl)boron CC(C[C@H](NC(=O)C1CC(=NO1)C1=CC=C(C=C1)C=1C=NC=CC1)[B])C